13-chloro-4-fluoro-14,19-dimethoxy-16,16-dioxo-9-oxa-16λ6-thia-17,20-diazatetracyclo[16.3.1.111,15.02,7]tricosa-1(21),2(7),3,5,11,13,15(23),18(22),19-nonaen-10-one ClC=1C=C2C(OCC=3C=CC(=CC3C3=CN=C(C(NS(C(C1OC)=C2)(=O)=O)=C3)OC)F)=O